bromopropene format C(=O)O.BrC=CC